C(C)(C)N1C=C(C=CC1=O)C1=C2C(=NC=C1)NC(=C2)C2CCN(CC2)CCN2CCN(CC2)CC2CCN(CC2)C(=O)OC(C)(C)C tert-butyl 4-[[4-[2-[4-[4-(1-isopropyl-6-oxo-3-pyridyl)-1H-pyrrolo[2,3-b]pyridin-2-yl]-1-piperidyl]ethyl]piperazin-1-yl]methyl]piperidine-1-carboxylate